ethyl-5,8-difluoro-3-((5-(perfluoroethyl)pyridin-2-yl)methyl)naphthalene-1,4-dione C(C)C=1C(C2=C(C=CC(=C2C(C1CC1=NC=C(C=C1)C(C(F)(F)F)(F)F)=O)F)F)=O